O[C@@]1(C(N(CC1)C)=O)C=1N=NN(C1)C1=NC(=CC=C1)C1=NC(=NC=C1)S(=O)(=O)C (R)-3-hydroxy-1-methyl-3-(1-(6-(2-(methylsulfonyl)pyrimidin-4-yl)pyridin-2-yl)-1H-1,2,3-triazol-4-yl)pyrrolidin-2-one